OC(=O)C(F)(F)F.N1(N=NC=C1)C[C@@H]1C[C@H](CN1)NC(C1=NC=CC(=C1)C1=CC(=CC=C1)OC(F)(F)F)=O N-((3R,5S)-5-((1H-1,2,3-triazol-1-yl)methyl)pyrrolidin-3-yl)-4-(3-(trifluoromethoxy)phenyl)picolinamide TFA salt